5-bromo-8-(4-methoxybenzyl)-8H-imidazo[4',5':3,4]benzo[1,2-d]thiazol-2-amine BrC=1C2=C(C3=C(N=C(S3)N)C1)N(C=N2)CC2=CC=C(C=C2)OC